BrC1=CC=C(C=CC=O)C=C1 4-BROMOCINNAMALDEHYDE